ethyl 3-(3-((3-(2-fluoro-5-((6-fluoro-4-methyl-1H-indol-5-yl)oxy)phenyl)-1-methyl-1H-1,2,4-triazol-5-yl)methyl)phenyl)propanoate FC1=C(C=C(C=C1)OC=1C(=C2C=CNC2=CC1F)C)C1=NN(C(=N1)CC=1C=C(C=CC1)CCC(=O)OCC)C